1-(5-(4,4-difluoropiperidin-1-yl)-9-methylimidazo[1,2-c]quinazolin-7-yl)ethan-1-amine FC1(CCN(CC1)C1=NC=2C(=CC(=CC2C=2N1C=CN2)C)C(C)N)F